C(CC=C)(=O)OC(CC=C)=O 3-buteneic acid anhydride